BrC=1C(=C(C=CC1)N1CCN(CC1)C(=O)OC(C)(C)C)OCC(C1=C(C=C(C=C1)Cl)F)O[Si](C)(C)C(C)(C)C Tert-Butyl 4-(3-Bromo-2-(2-((Tert-Butyldimethylsilyl)Oxy)-2-(4-Chloro-2-Fluorophenyl) Ethoxy)Phenyl)Piperazine-1-Carboxylate